3-(3-fluoro-4-methylphenyl)-N-(6-methoxyquinolin-8-yl)-3-(1,2,4-thiadiazol-5-yl)pyrrolidine-1-carboxamide FC=1C=C(C=CC1C)C1(CN(CC1)C(=O)NC=1C=C(C=C2C=CC=NC12)OC)C1=NC=NS1